2-{[7-amino-4-(4-amino-3,5-dimethylphenyl)-1-oxo-2,3-dihydro-1H-isoindol-2-yl]methyl}prop-2-enenitrile NC=1C=CC(=C2CN(C(C12)=O)CC(C#N)=C)C1=CC(=C(C(=C1)C)N)C